Cl.BrC1=CN=C(C=2N1C=CN2)C=2SC1=C(N2)SC(=N1)N(C1CCNCC1)C 5-(5-Bromoimidazo[1,2-a]pyrazin-8-yl)-N-methyl-N-(piperidin-4-yl)[1,3]thiazolo[5,4-d][1,3]thiazol-2-amin Hydrochlorid